benzyl (S)-4-amino-5-({2-[(α-D-mannopyranosyl)oxy] ethyl}amino)-5-oxopentanoate N[C@@H](CCC(=O)OCC1=CC=CC=C1)C(=O)NCCO[C@@H]1[C@@H](O)[C@@H](O)[C@H](O)[C@H](O1)CO